CC1=C(C=CC=C1OCCCN1CC2(CC(C2)O)CC1)C1=C(C(=CC=C1)C=1SC2=C(CN(CC2)C)N1)C 6-(3-((2,2'-dimethyl-3'-(5-methyl-4,5,6,7-tetrahydrothiazolo[4,5-c]pyridin-2-yl)-[1,1'-biphenyl]-3-yl)oxy)propyl)-6-azaspiro[3.4]octan-2-ol